7-((4-(4-cyclopropylphenoxy)butanoyl)glycyl)-1,4-dioxa-7-azaspiro[4.4]nonane-8-carboxamide C1(CC1)C1=CC=C(OCCCC(=O)NCC(=O)N2CC3(OCCO3)CC2C(=O)N)C=C1